ClC1=C(C(=O)NC=2C=C3C=C(N(C3=CC2)CCCOC)C(=O)NC2=CC(=CC=C2)Cl)C=C(C=C1)CNC(C(C)C)=O 5-(2-chloro-5-(isobutyrylaminomethyl)benzoylamino)-N-(3-chlorophenyl)-1-(3-methoxypropyl)-1H-indole-2-carboxamide